13-chloro-4-fluoro-14-methoxy-16,16-dioxo-9-oxa-16λ6-thia-17,20-diazatetracyclo[16.3.1.111,15.02,7]tricosa-1(21),2(7),3,5,11,13,15(23),18(22),19-nonaen-10-one ClC=1C=C2C(OCC=3C=CC(=CC3C3=CN=CC(NS(C(C1OC)=C2)(=O)=O)=C3)F)=O